COC1=C(CN(S(=O)(=O)C2=C(C=C(C(=C2)F)[N+](=O)[O-])F)C2=NC=NS2)C=CC(=C1)OC N-(2,4-dimethoxybenzyl)-2,5-difluoro-4-nitro-N-(1,2,4-thiadiazol-5-yl)benzenesulfonamide